(E)-1,3,3,3-Tetrafluoropropene F\C=C\C(F)(F)F